4-(4-bromophenyl)isoxazole 2-{[(2-amino-6-{[(methylcarbamoyl)amino]methyl}phenyl)carbamothioyl]amino}-2-[3-(trifluoromethyl)phenyl]propyl-2,2-dimethylpropanoate NC1=C(C(=CC=C1)CNC(NC)=O)NC(=S)NC(COC(C(C)(C)C)=O)(C)C1=CC(=CC=C1)C(F)(F)F.BrC1=CC=C(C=C1)C=1C=NOC1